N1(C=NC2=C1C=CC=C2)C=2C=C(C#N)C=C(C2)Br 3-(1H-benzimidazol-1-yl)-5-bromobenzonitrile